5-(benzo[b]thiophen-3-yl)-4-isopropylthiazol-2-amine S1C2=C(C(=C1)C1=C(N=C(S1)N)C(C)C)C=CC=C2